6-(benzyloxy)-8,8-difluoro-6-methyl-2-(1-((2-(trimethylsilyl)ethoxy)methyl)-1H-pyrazol-4-yl)-6,7,8,9-tetrahydro-4H-thieno[2,3-c]chromen-4-one C(C1=CC=CC=C1)OC1(CC(CC=2C3=C(C(OC12)=O)SC(=C3)C=3C=NN(C3)COCC[Si](C)(C)C)(F)F)C